BrC=1C=CC(=C2C(=CNC12)CCN(C)C)OC(F)(F)F 2-(7-bromo-4-(trifluoromethoxy)-1H-indol-3-yl)-N,N-dimethylethan-1-amine